6-[5-[(2S)-2-[(tert-butoxycarbonyl)-amino]-4-carbamoylbutoxy]-2-fluorophenyl]-hexanoic acid C(C)(C)(C)OC(=O)N[C@H](COC=1C=CC(=C(C1)CCCCCC(=O)O)F)CCC(N)=O